1-[(3,4-Diethoxyphenyl)methyl]-6,7-diethoxyisoquinoline C(C)OC=1C=C(C=CC1OCC)CC1=NC=CC2=CC(=C(C=C12)OCC)OCC